ClC1=C(C=C(C=C1)Cl)C1=NC(=NC=C1)C(=O)NC1=C(C=C(C=C1C)CO)CC 4-(2,5-dichlorophenyl)-N-(2-ethyl-4-(hydroxymethyl)-6-methylphenyl)pyrimidine-2-carboxamide